CC=1SC2=NC(=CC=C2N1)C(C)=O 1-(2-methylthiazolo[5,4-b]pyridin-5-yl)ethan-1-one